(3R)-7-cyclopropyl-4-oxo-6-[(2,3-dimethylphenyl)methyl]-1-thia-3a-aza-3-indanecarboxylic acid C1(CC1)C=1C(=CC(N2[C@@H](CSC12)C(=O)O)=O)CC1=C(C(=CC=C1)C)C